C(C)C1=NC2=C(C=3C(C=C(C(C13)=O)SC1=CC=C(C=C1)OC)=O)C(N(C(N2C)=O)C)=O 6-Ethyl-8-((4-methoxyphenyl)thio)-2,4-dimethylpyrimido[4,5-c]isoquinoline-1,3,7,10(2H,4H)-tetraone